C1(=CC=CC=C1)C1=C(C=CC=C1)C1=CC=CC=C1 2-phenyl-1,1'-biphenyl